C(CCCCCCC(=O)OCC=CCCCCCC)(=O)OC(C)(C)C 1-(tert-butyl) 8-(non-2-en-1-yl) octanedioate